CCCCC1=C(N=C(N=C1OS(=O)(=O)N(C)C)NCC)C The molecule is a member of the class of aminopyrimidines that is 2-ethylaminopyrimidine carrying methyl, butyl and dimethylaminosulfooxy substituents at posiitons 4, 5 and 6 respectively. It has a role as an androgen antagonist and an antifungal agrochemical. It is a secondary amino compound, a sulfamate ester, an aminopyrimidine and a pyrimidine fungicide.